BrC1=NN(C2=NC(=NC(=C21)C#N)Cl)[2H] 3-Bromo-6-chloro-1H-pyrazolo[3,4-d]pyrimidine-4-carbonitrile-1-d